5-[3-Ethoxy-4-(3-ethyl-5-methyl-2(3H)-benzothiazolylidene)-2-butenylidene]-3-ethyl-2-[(3-ethyl-4,5-diphenyl-2(3H)-thiazolylidene)methyl]-4,5-dihydro-4-oxothiazolium iodide [I-].C(C)OC(=CC=C1C([N+](=C(S1)C=C1SC(=C(N1CC)C1=CC=CC=C1)C1=CC=CC=C1)CC)=O)C=C1SC2=C(N1CC)C=C(C=C2)C